C(C=C)C=1C=NN(C1C(=O)NC1=C(C=C(C(=C1)C)Br)F)C 4-allyl-N-(4-bromo-2-fluoro-5-methyl-phenyl)-1-methyl-1H-pyrazole-5-carboxamide